C(C)OC(\C=C\C1=CC(=C(C=C1)[N+](=O)[O-])F)=O (E)-3-(3-fluoro-4-nitrophenyl)acrylic acid ethyl ester